C(#N)C(COS(=O)(=O)C1=CC=C(C=C1)C)(C)C 4-Methylbenzenesulfonic acid 2-cyano-2-methylpropyl ester